1-(6-thiophenecarbonyl-9-ethylcarbazole-3-yl)-3-cyclopentyl-propane S1C(=CC=C1)C(=O)C=1C=C2C=3C=C(C=CC3N(C2=CC1)CC)CCCC1CCCC1